FC1=C(C=C(C=C1)OC(F)(F)F)CC1=C(C(=NC(=C1)OC)C(N)=O)N1N=C(C2=CC=CC=C12)C(=O)NC {[2-fluoro-5-(trifluoro-methoxy)phenyl]methyl-{carbamoyl}-6-methoxy-pyridin-3-yl}-N-methyl-1H-indazole-3-carboxamide